FC(C1(CN(C1)C=1C=2N(N=C(C1)C=1C(NC(NC1)=O)=O)C=CN2)OC2=NC=C(C=C2)C(F)(F)F)(F)F 5-(8-(3-(trifluoromethyl)-3-((5-(trifluoromethyl)pyridin-2-yl)oxy)azetidin-1-yl)imidazo[1,2-b]pyridazin-6-yl)pyrimidine-2,4(1H,3H)-dione